C(C)(C)(C)OC(=O)NCCCOC1=C2CN(CC2=CC=C1)[C@H](C(=O)OC)C1=CC=CC=C1 methyl (S)-2-(4-(3-((tert-butoxycarbonyl)amino)propoxy)isoindolin-2-yl)-2-phenylacetate